NC=1NC(C=2N(C(N(C2N1)[C@@H]1O[C@@H](C[C@H]1O)CO)=O)CC=1C=C(C#N)C=CC1)=O 3-((2-amino-9-((2r,3r,5s)-3-hydroxy-5-(hydroxymethyl)tetrahydrofuran-2-yl)-6,8-dioxo-1,6,8,9-tetrahydro-7H-purin-7-yl)methyl)benzonitrile